N-(2-cyanoethyl)-N-(4-fluoro-3-methoxy-phenyl)-7-methyl-3-tetrahydropyran-2-yl-benzimidazole-5-carboxamide C(#N)CCN(C(=O)C1=CC2=C(N=CN2C2OCCCC2)C(=C1)C)C1=CC(=C(C=C1)F)OC